S(=O)(=O)(OCC(CSCCCCCCCCCOS(=O)(=O)[O-])(CSCCCCCCCCCOS(=O)(=O)[O-])CSCCCCCCCCCOS(=O)(=O)[O-])[O-] 3-((9-(sulfonatooxy)nonyl)thio)-2,2-bis(((9-(sulfonatooxy)nonyl)thio)methyl)-propyl sulfate